N[C@H](C(=O)N[C@H](C(=O)O)CC1=NC2=C(N1C)C=CC(=C2)N(CCCl)CCCl)CC(C)C (2S)-2-[[(2S)-2-amino-4-methyl-pentanoyl]amino]-3-[5-[bis(2-chloroethyl)amino]-1-methyl-benzimidazol-2-yl]propionic acid